5-methyl-2-pentyl-3-(2-hydroxyethyl)-1H-indole-6-formic acid CC=1C=C2C(=C(NC2=CC1C(=O)O)CCCCC)CCO